C(C)(C)(C)C1=NC(=NC(=C1)Cl)Cl 4-(tert-butyl)-2,6-dichloropyrimidine